((2-(((3S,6S,7aS,8aR,9aR)-3-(((3S,4S)-4-fluoro-pyrrolidin-3-yl)carbamoyl)-5-oxodecahydro-1H-cyclopropa[d]pyrrolo[1,2-a]azocin-6-yl)carbamoyl)benzo[b]thiophen-5-yl)methyl)phosphonic acid F[C@@H]1[C@H](CNC1)NC(=O)[C@@H]1CC[C@H]2N1C([C@H](C[C@H]1[C@@H](C2)C1)NC(=O)C1=CC2=C(S1)C=CC(=C2)CP(O)(O)=O)=O